tertbutyl 4-(3-(3-(benzyloxy)-2,4-difluoro-5-(trifluoromethyl)phenyl)-1-methyl-1H-pyrazolo[4,3-c]pyridin-6-yl)-3-methylpiperazine-1-carboxylate C(C1=CC=CC=C1)OC=1C(=C(C=C(C1F)C(F)(F)F)C1=NN(C2=C1C=NC(=C2)N2C(CN(CC2)C(=O)OC(C)(C)C)C)C)F